epsilon-(Carboxymethyl)-L-lysine C(=O)(O)CC(CCC[C@H](N)C(=O)O)N